tert-butyl 4-(4-(6-amino-2-fluoro-5-(1-oxo-1,2,3,4-tetrahydroisoquinolin-6-yl)pyridin-3-yl)phenyl)-4-hydroxypiperidine-1-carboxylate NC1=C(C=C(C(=N1)F)C1=CC=C(C=C1)C1(CCN(CC1)C(=O)OC(C)(C)C)O)C=1C=C2CCNC(C2=CC1)=O